C(C)(C)(C)C1=C(C=CC=C1)NCC(CC=1NC(NC1)=S)O 4-[3-(2-tert-Butylphenylamino)-2-hydroxypropyl]-1,3-dihydroimidazole-2-thione